FC=1C=C(OCCN2CCC3(CC2)C(NC2=CC=C(C=C23)C#N)=O)C=C(C1[C@H](C)S(=O)(=O)C)F (S)-1'-{2-[3,5-difluoro-4-(1-methanesulfonyleth-yl)phenoxy]ethyl}-2-oxo-1,2-dihydrospiro[indole-3,4'-piperidine]-5-carbonitrile